acetyl-(3-allyl-2-hydroxy-methylenephenyl)hydrazine fumarate C(\C=C\C(=O)O)(=O)O.C(C)(=O)N(N)C1=C(C(C(C=C1)=C)CC=C)O